C(C)(C)(C)C=1C(=NCCC1OC)Cl tert-butyl-2-chloro-4-methoxy-5,6-dihydropyridine